C1(CC1)C=1C=C(C=2N(C1)C=C(N2)C(COC)O)N2C(N(C(C2)=O)C)=O 1-(6-cyclopropyl-2-(1-hydroxy-2-methoxyethyl)imidazo[1,2-a]pyridin-8-yl)-3-methylimidazolidine-2,4-dione